C[C@@H]1COCCN1C=1C(N(C=C(N1)C1=C2C(=NC=C1)NC=C2)[C@H]2CN(CC2)S(=O)(=O)C)=O 3-((R)-3-methylmorpholino)-1-((R)-1-(methylsulfonyl)pyrrolidin-3-yl)-5-(1H-pyrrolo[2,3-b]pyridin-4-yl)pyrazin-2(1H)-one